C1=CC=C(C=C1)P(=O)(C2=CC=CC=C2)C3=CC=CC=C3OC4=CC=CC=C4P(=O)(C5=CC=CC=C5)C6=CC=CC=C6 (oxybis(2,1-phenylene))bis(diphenylphosphine oxide)